C(#N)C1=NC2=CC(=CC(=C2N=C1C1=CC=C(C=C1)C#N)[C@@H](C)NC1=C(C(=O)O)C=CC=C1)C (R)-2-((1-(2-cyano-3-(4-cyanophenyl)-7-methylquinoxalin-5-yl)ethyl)amino)benzoic acid